OP(O)(=O)OP(=O)(O)O.N1=C(N)N=C(N)N=C1N.N1=C(N)N=C(N)N=C1N di(melamine) pyrophosphate